P(=O)(O)(O)OC[C@@H]1[C@]([C@]([C@@H](O1)N1C=NC=2C(=O)NC(N)=NC12)(O)OC)(O)C(C(C)(C)C)=O 3'-pivaloyl 2'-methoxyguanosine-5'-monophosphate